2-(2-chlorophenyl)-4(s)-(4-fluorophenyl)-1H-imidazol ClC1=C(C=CC=C1)C=1NC=C(N1)C1=CC=C(C=C1)F